(2S)-4-{5-[3-({2-[(3S)-3-carboxybutanoyl]-6-methoxy-1-benzothiophen-5-yl}oxy)propyl]-6-methoxy-1-benzothiophen-2-yl}-2-methyl-4-oxobutanoic acid C(=O)(O)[C@H](CC(=O)C=1SC2=C(C1)C=C(C(=C2)OC)OCCCC=2C(=CC1=C(C=C(S1)C(C[C@@H](C(=O)O)C)=O)C2)OC)C